S1(=NCCC=C1)=O 3,4-dihydro-1λ6,2-thiazine 1-oxide